4-Amino-2-(3-chlorophenyl)-5-ethoxycarbonyl-pyrazole-3-carboxylic acid hydrochloride Cl.NC1=C(N(N=C1C(=O)OCC)C1=CC(=CC=C1)Cl)C(=O)O